BrC1=NC(=C(C2=CC=C(C=C12)OC1=CC=CC=C1)O)C(=O)NCC(=O)O [(1-Bromo-4-hydroxy-7-phenoxy-isoquinoline-3-carbonyl)-amino]-acetic acid